O=C(CCCCCCCN(CCC1CN(CC1)C(=O)OC(C)(C)C)CCCCCCCCCCCCCC)OCCCCC tert-Butyl 3-(2-((8-oxo-8-(pentyloxy)octyl)(tetradecyl)amino)ethyl)pyrrolidine-1-carboxylate